3,3-dimethyl-1-(4-(4-nitrophenyl)piperazin-1-yl)butan-1-one CC(CC(=O)N1CCN(CC1)C1=CC=C(C=C1)[N+](=O)[O-])(C)C